2'-bromo-4,4''-di-tert-butyl-1,1':3',1''-terphenyl BrC1=C(C=CC=C1C1=CC=C(C=C1)C(C)(C)C)C1=CC=C(C=C1)C(C)(C)C